CC1=CC(=CC2=C1N=C(S2)NC(=O)C2CCN(CC2)S(=O)(=O)C=2C=NN(C2)C)C N-(4,6-dimethylbenzo[d]thiazol-2-yl)-1-((1-methyl-1H-pyrazol-4-yl)sulfonyl)piperidine-4-carboxamide